N-(5-chloro-2-((5-cyanopyridin-3-yl)methoxy)-4-(3-(1-(3-(3-ethoxyformyl-3-Hydroxymethylpyrrolidin-1-yl)propyl)indolin-4-yl)-2-chlorobenzyloxy)benzyl)-L-serine ClC=1C(=CC(=C(CN[C@@H](CO)C(=O)O)C1)OCC=1C=NC=C(C1)C#N)OCC1=C(C(=CC=C1)C1=C2CCN(C2=CC=C1)CCCN1CC(CC1)(CO)C(=O)OCC)Cl